C(C)(=O)C1=C2C3(C(N(C2=CC=C1)C)=O)CC3 acetyl-1'-methyl-spiro[cyclopropane-1,3'-indoline]-2'-one